C1=NC2=C(N1[C@H]3[C@@H]([C@@H]([C@H](O3)COP(=O)([O-])OP(=O)([O-])OC4[C@H]([C@@H]([C@@H]([C@@H](O4)CO)O)O)O)O)O)N=C(NC2=O)N The molecule is a nucleotide-sugar oxoanion arising from deprotonation of the diphosphate OH groups of GDP-L-galactose; major species at pH 7.3. It is a conjugate base of a GDP-L-galactose.